3-(1,3-benzodioxol-5-yl)-2-methylpropanaldehyde O1COC2=C1C=CC(=C2)CC(C=O)C